methyl-1H-pyrazol-4-amine CN1N=CC(=C1)N